4-(1-(4-fluorophenyl)-2-methyl-1H-imidazo[4,5-c]quinolin-8-yl)aniline FC1=CC=C(C=C1)N1C(=NC=2C=NC=3C=CC(=CC3C21)C2=CC=C(N)C=C2)C